C1=C(C=CC2=CC=CC=C12)C1=CC=C(C=C1)N(C1=CC=C(C=C1)C1=CC=C(C=C1)C1=C2C(=C3N(C4=CC=CC=C4C3=C1)C1=CC=CC=C1)N(C=1C=CC=CC12)C1=CC=CC=C1)C1=CC=CC=C1 5-[4'-[(4-naphthalen-2-yl-phenyl)-phenylamino]biphenyl-4-yl]-11,12-diphenylindolo[2,3-a]carbazole